3'-methyl-2'-oxo-2',3'-dihydrospiro[cyclohexane-1,1'-pyrrolo[2,3-c]quinolin] CN1C(C2(C3=C1C=NC=1C=CC=CC31)CCCCC2)=O